(4-amino-9H-pyrimido[4,5-b]indol-6-yl)carbamic acid methyl ester COC(NC=1C=C2C3=C(NC2=CC1)N=CN=C3N)=O